tert-butyl 4-(4-(2,6-dioxopiperidin-3-yl)-3,4-dihydro-2H-pyrido[4,3-b][1,4]oxazin-8-yl)piperidine-1-carboxylate O=C1NC(CCC1N1C2=C(OCC1)C(=CN=C2)C2CCN(CC2)C(=O)OC(C)(C)C)=O